1-methyldimethoxysilyl-8-(diethylamino)(methyldiethoxysilylpropylamino)methylsilyl-octane C[Si](C(CCCCCCCN(CC)CC)[SiH2]CNCCC[Si](OCC)(OCC)C)(OC)OC